NC1=C(C(N(C(N1)=O)CC#C)=O)NC(CCC1=C(C=CC=C1Cl)Cl)=O N-(6-Amino-2,4-dioxo-3-(prop-2-yn-1-yl)-1,2,3,4-tetrahydropyrimidin-5-yl)-3-(2,6-di-chlorophenyl)propanamide